hydroxy-pyruvic acid barium phosphate salt P(=O)([O-])([O-])[O-].[Ba+2].OCC(C(=O)O)=O.P(=O)([O-])([O-])[O-].[Ba+2].[Ba+2]